2-[(2,2-difluoroethyl)amino]-5-[5-(2-oxo-2,3-dihydro-1,3-benzoxazol-5-yl)-1,3,4-oxadiazol-2-yl]benzonitrile FC(CNC1=C(C#N)C=C(C=C1)C=1OC(=NN1)C=1C=CC2=C(NC(O2)=O)C1)F